NC1=C(C(=NC=2N1N=CC2C(=O)OCC)Cl)C2=CC=CC=C2 ethyl 7-amino-5-chloro-6-phenylpyrazolo[1,5-a]pyrimidine-3-carboxylate